C1=CC(=C(C=C1C[C@@](C(F)F)(C(=O)O)N)O)O α-difluoromethyl-DOPA